C1(CC1)C#CC=1SC(=CN1)C=1N=C(NC(C1)=O)C=1C(=C(CNC(C(C)C)=O)C=CC1C(F)(F)F)F N-(3-{4-[2-(cyclopropylethynyl)thiazol-5-yl]-6-oxo-1,6-dihydropyrimidin-2-yl}-2-fluoro-4-(trifluoromethyl)benzyl)isobutyramide